[Cl-].C(C(=C)C)(=O)OCC[N+](C)(C)C [2-(methacryloyloxy)]Ethyl-trimethylammonium chloride